2,3,4,7-tetrahydro-[1H]oxepin-2-one O1C(CCC=CC1)=O